OC[C@@H]1[C@H]([C@@H]([C@@](C(O1)O)(O)C)O)O (3S,4S,5S,6R)-6-(hydroxymethyl)-3-methyltetrahydro-2H-pyran-2,3,4,5-tetraol